C12NCC(CC1N1C(N3C(C1)CCC3)=O)C2 2-(2-azabicyclo[2.2.1]heptan-6-yl)hexahydro-3H-pyrrolo[1,2-c]imidazol-3-one